cis-acetamidocyclohexanol acetate C(C)(=O)OC1(CCCCC1)NC(C)=O